6-[1-[[5-[5-(difluoromethyl)-1,3,4-oxadiazol-2-yl]thiophen-3-yl]methyl]triazol-4-yl]-1,3-benzothiazol-2-amine FC(C1=NN=C(O1)C1=CC(=CS1)CN1N=NC(=C1)C1=CC2=C(N=C(S2)N)C=C1)F